OC1=CC(=CC(=C1C1C(CCC(=C1)C)C(=C)C)OP1(OCCC(O1)C=1SC=CC1)=O)CCCCC 2-((6-hydroxy-5'-methyl-4-pentyl-2'-(prop-1-en-2-yl)-1',2',3',4'-tetrahydro-[1,1'-biphenyl]-2-yl)oxy)-4-(thiophen-2-yl)-1,3,2-dioxaphosphinane 2-oxide